Ethyl (S)-2-(((benzyloxy)carbonyl)amino)-3-(cis-3-((5,6,7,8-tetrahydro-1,8-naphthyridin-2-yl)methyl)cyclobutane-1-carboxamido)propanoate C(C1=CC=CC=C1)OC(=O)N[C@H](C(=O)OCC)CNC(=O)[C@@H]1C[C@@H](C1)CC1=NC=2NCCCC2C=C1